CC1(C(=CCC1C)C)CC(=O)O (1,2,5-trimethyl-2-cyclopentenyl)acetic acid